5-methylenespiro[3.4]octane C=C1C2(CCC2)CCC1